COC(=O)C=1C=C(C=2N(C1)N=C(C2C)C=2N(C1=C(C=CC=C1C2)C2CN(C2)C(=O)OC(C)(C)C)CC2CC2)OC 2-(7-(1-(Tert-Butoxycarbonyl)azetidin-3-yl)-1-(cyclopropylmethyl)-1H-indol-2-yl)-4-methoxy-3-methylpyrazolo[1,5-a]pyridine-6-carboxylic acid methyl ester